CC1=C(C(=O)N[C@H](C)C2=CC(=NC3=CC=CC=C23)C=2C=NN(C2)C)C=CC(=C1)C(=O)NCC=1N=CSC1 (R)-2-methyl-N1-(1-(2-(1-methyl-1H-pyrazol-4-yl)quinolin-4-yl)ethyl)-N4-(thiazol-4-ylmethyl)terephthalamide